2,6-bis(4-chlorophenyl)-4-(trifluoromethyl)pyridine ClC1=CC=C(C=C1)C1=NC(=CC(=C1)C(F)(F)F)C1=CC=C(C=C1)Cl